3,7-Dimethyl-5-(piperazin-1-yl)-2,3-dihydro-1,4-benzodioxine CC1OC2=C(OC1)C=C(C=C2N2CCNCC2)C